C(C)(C)NC(O[C@H]1CO[C@H](C1)C1=CC(=NN1)NC1=CC2=C(NS(C2)(=O)=O)C=C1)=O (3R,5R)-5-(3-((2,2-dioxido-1,3-dihydrobenzo[c]isothiazol-5-yl)amino)-1H-pyrazol-5-yl)tetrahydrofuran-3-yl isopropylcarbamate